indane-1,3-dione C1(CC(C2=CC=CC=C12)=O)=O